2-(2-((5-(3-(aminomethyl)phenyl)-7-phenoxybenzofuran-3-yl)methoxy)phenyl)acetic acid NCC=1C=C(C=CC1)C=1C=C(C2=C(C(=CO2)COC2=C(C=CC=C2)CC(=O)O)C1)OC1=CC=CC=C1